ClC=1C=C(C=C(C1)NS(=O)(=O)C)NC(=O)C=1SC(=C(C1)C1=NC=C(C=C1OCC1=CC(=CC(=C1)S(=O)(=O)C)F)F)C N-(3-chloro-5-methanesulfonamidophenyl)-4-{5-fluoro-3-[(3-fluoro-5-methanesulfonylphenyl)methoxy]pyridin-2-yl}-5-methylthiophene-2-carboxamide